ClC=1C=C2C(=CC1)N(C(C21CCN(CC1)CCOC1=CC=C(C=C1)C1(COC1)S(=O)(=O)C)=O)CC(F)(F)F 5-chloro-1'-{2-[4-(3-methanesulfonyl-oxetan-3-yl)phenoxy]ethyl}-1-(2,2,2-trifluoroethyl)-1,2-dihydrospiro[indole-3,4'-piperidin]-2-one